(2s,3r)-3-hydroxypiperidine-1,2-dicarboxylic acid 1-(tert-butyl) 2-methyl ester COC(=O)[C@H]1N(CCC[C@H]1O)C(=O)OC(C)(C)C